2-((4-fluoro-phenyl)-5-methylpyridin-4-yl)-N-(2-amino-1-phenylethyl)-1H-imidazole-4-carboxamide FC1=CC=C(C=C1)C1=NC=C(C(=C1)C=1NC=C(N1)C(=O)NC(CN)C1=CC=CC=C1)C